CC=1C=2N(C=CC1)N=C(C2)[C@H]2N(CCC1=C2N=CN1)C(=O)C=1SC(=NN1)C1=NC=CC=C1 (S)-(4-(4-methylpyrazolo[1,5-a]pyridin-2-yl)-1,4,6,7-tetrahydro-5H-imidazo[4,5-c]pyridin-5-yl)(5-(pyridin-2-yl)-1,3,4-thiadiazol-2-yl)methanone